OCC(=O)C1=CC=CC(=C1)S(=O)(=O)N hydroxy-5'-aminosulfonyl-acetophenone